4-(3-(fluoromethyl)azetidin-1-yl)-N-(quinolin-8-yl)picolinamide FCC1CN(C1)C1=CC(=NC=C1)C(=O)NC=1C=CC=C2C=CC=NC12